N-((1R)-3-Cyano-3-azabicyclo[3.2.0]heptan-1-yl)-4-(4-((4-fluorophenyl)amino)pyridin-3-yl)benzamid C(#N)N1C[C@]2(CCC2C1)NC(C1=CC=C(C=C1)C=1C=NC=CC1NC1=CC=C(C=C1)F)=O